1-(6-cyclopropyl-2-(mercaptomethyl)imidazo[1,2-a]pyridin-8-yl)-3-methylimidazolidine-2,4-dione C1(CC1)C=1C=C(C=2N(C1)C=C(N2)CS)N2C(N(C(C2)=O)C)=O